C(C)(C)(C)OC(=O)N1C2=C(OC3(CC3)C1)C(=C(C(=C2)F)C2=C(C=NN2C)I)C#N 8-cyano-6-fluoro-7-(4-iodo-1-methyl-1H-pyrazol-5-yl)spiro[benzo[b][1,4]oxazine-2,1'-cyclopropane]-4(3H)-carboxylic acid tert-butyl ester